BrC1=CC=C(C=C1)N1[N+](=C(C(=N1)C)C)[O-] 2-(4-bromophenyl)-4,5-dimethyl-2H-1,2,3-triazole 1-oxide